C1=CC=CC=2C3=CC=CC=C3C(C12)COC(=O)NCCN([C@@H](CCOC)C(=O)O)CCCCCC N-(2-((((9H-fluoren-9-yl)methoxy)carbonyl)amino)ethyl)-N-hexyl-O-methyl-L-homoserine